2-(trifluoromethoxy)ethane FC(OCC)(F)F